2-(4-(2-Acetyl-6-((cyclopropylmethyl)sulfonyl)-1,2,3,4-tetrahydroisoquinoline-1-carboxamido)phenyl)-1,1,1,3,3,3-hexafluoropropan-2-yl acetate C(C)(=O)OC(C(F)(F)F)(C(F)(F)F)C1=CC=C(C=C1)NC(=O)C1N(CCC2=CC(=CC=C12)S(=O)(=O)CC1CC1)C(C)=O